(2S,SR,6R)-3,3-Dimethyl-7-oxo-6-(2-phenylacetamido)-4-thia-1-azabicyclo[3.2.0]-heptan CC1(CN2C([C@H]([C@@H]2S1)NC(CC1=CC=CC=C1)=O)=O)C |&1:6|